benzaldehyde-2,3,4,5,6-d5 [2H]C1=C(C(=C(C(=C1[2H])[2H])C=O)[2H])[2H]